C(C)(=O)N(C1=C(C=C(C=C1)C1=CC=C(C=N1)C(=O)NCC=1C(=NC=CC1)C)C)CC1CC1 6-[4-[acetyl-(cyclopropylmethyl)amino]-3-methyl-phenyl]-N-[(2-methyl-3-pyridyl)methyl]pyridine-3-carboxamide